ClCC1=NN(C=C1C)COCC[Si](C)(C)C (chloromethyl)-4-methyl-1-((2-(trimethylsilyl)ethoxy)methyl)-1H-pyrazole